4-(1-(4-cyclopropoxy-3-nitrophenyl)azetidin-3-yl)morpholine C1(CC1)OC1=C(C=C(C=C1)N1CC(C1)N1CCOCC1)[N+](=O)[O-]